CO[Si](CCCN(CCC[Si](OC)(OC)OC)CCC[Si](OC)(OC)OC)(OC)OC 3-(Trimethoxysilyl)-N,N-bis[3-(trimethoxysilyl)propyl]-1-Propanamin